6-Bromo-2-methyl-1,4-dihydroisoquinolin-3-one BrC=1C=C2CC(N(CC2=CC1)C)=O